6-Methoxy-1-tetralone COC=1C=C2CCCC(C2=CC1)=O